C(C)OC(/C(=C(/C(S(=O)(=O)C)=O)\CNC(=O)OC(C)(C)C)/F)=O (Z)-3-[(tert-butoxycarbonylamino)methyl]-2-fluoro-4-methanesulfonyloxo-but-2-enoic acid ethyl ester